(3r,4r)-1-(4-chloro-2,6-difluorophenyl)-4-[(2,4-dichloro-1,3-benzothiazol-7-yl)oxymethyl]piperidine-3,4-diol ClC1=CC(=C(C(=C1)F)N1C[C@H]([C@](CC1)(O)COC1=CC=C(C=2N=C(SC21)Cl)Cl)O)F